((1,2,3,5,6,7-hexahydro-s-indacen-4-yl)carbamoyl)-4-(hydroxymethyl)-2-(1,2,3-trihydroxypropan-2-yl)thiazole-5-sulfonimidamide C1CCC2=C(C=3CCCC3C=C12)NC(=O)NS(=O)(=N)C1=C(N=C(S1)C(CO)(CO)O)CO